(S)-4-(5-(3,5-dimethylisoxazol-4-yl)-1-((trans)-3-methoxycyclobutyl)-1H-benzo[d]imidazol-2-yl)-1,3-oxazin-2-one CC1=NOC(=C1C1=CC2=C(N(C(=N2)C2=NC(OC=C2)=O)[C@@H]2C[C@H](C2)OC)C=C1)C